NCCCCCN1CCC(CC1)N1N=C2C=C(C(=CC2=C1)[N-]CC1=NC(=CC=C1)C(F)(F)F)OC N-(2-(1-(5-Aminopentyl)piperidin-4-yl)-6-methoxy-2H-indazol-5-yl)-6-(trifluoromethyl)picolinyl-Amide